N1=C(C=C2N1C=CC=C2)CO pyrazolo[1,5-a]pyridin-2-yl-methanol